(R)-2-((2-methyl-6-(trifluoromethyl)pyridin-3-yl)sulfonyl)-6-(1-(tetrahydro-2H-pyran-4-yl)ethyl)-2,6-diazaspiro[3.3]heptane CC1=NC(=CC=C1S(=O)(=O)N1CC2(C1)CN(C2)[C@H](C)C2CCOCC2)C(F)(F)F